4-(difluoromethoxy)-3,5-dimethoxybenzaldehyde FC(OC1=C(C=C(C=O)C=C1OC)OC)F